N-(4-((2-(1,1-difluoroethyl)-6-methylpyrimidin-4-yl)amino)-5-(4-fluoro-1-methyl-1H-pyrazol-3-yl)pyridin-2-yl)acetamide FC(C)(F)C1=NC(=CC(=N1)NC1=CC(=NC=C1C1=NN(C=C1F)C)NC(C)=O)C